(6aR,8R)-8-(Benzyloxy)-2-chloro-6a-ethyl-6a,7,8,9-tetrahydropyrrolo[1',2':4,5]-pyrazino[2,3-c]pyridazin-6(5H)-one C(C1=CC=CC=C1)O[C@@H]1C[C@]2(N(C=3C(=NN=C(C3)Cl)NC2=O)C1)CC